(trans-4-(2-(5-(benzo[b]thiophen-4-yl)-2,5-diazabicyclo[4.2.0]octan-2-yl)ethyl)cyclohexyl)carbamate S1C2=C(C=C1)C(=CC=C2)N2CCN(C1CCC21)CC[C@@H]2CC[C@H](CC2)NC([O-])=O